C(C1=CC=C(N(CC2CO2)CC2CO2)C=C1)C1=CC=C(N(CC2CO2)CC2CO2)C=C1 4,4'-Methylenbis[N,N-bis(2,3-epoxypropyl)anilin]